FC1=C(C(=O)NC2=C(C(=CC(=C2)F)C=2C3=C(N=CN2)NC(=C3)C3=CC=C(C=C3)C=O)C)C=CC(=C1)C(C)(C)O 2-fluoro-N-(5-fluoro-3-(6-(4-formylphenyl)-7H-pyrrolo[2,3-d]pyrimidin-4-yl)-2-methylphenyl)-4-(2-hydroxy-prop-2-yl)benzamide